O[C@@H]1C[C@@H]2CC(CN2C1)=C (2R,7aS)-2-hydroxy-6-methylenetetrahydro-1H-pyrrolizine